FC1=C(C(=O)O)C=CC(=C1)OC(F)(F)F fluoro-4-(trifluoromethoxy)benzoic acid